tert-butyl (3-((7R,14R)-1-(difluoromethoxy)-6-(methyl-d3)-5-oxo-5,6,7,14-tetrahydro-7,14-methanobenzo[f]benzo[4,5]imidazo[1,2-a][1,4]diazocin-11-yl)prop-2-yn-1-yl)(ethyl)carbamate FC(OC1=CC=CC=2C(N([C@H]3C=4N([C@@H](C21)C3)C3=C(N4)C=CC(=C3)C#CCN(C(OC(C)(C)C)=O)CC)C([2H])([2H])[2H])=O)F